COCCN1CCC(CC1)CNC(=O)C=1C=2C[C@@H]3[C@H](C2N(N1)C1=C(C=C(C=C1)F)F)C3 (1aR,5aR)-2-(2,4-Difluoro-phenyl)-1a,2,5,5a-tetrahydro-1H-2,3-diaza-cyclopropa[a]pentalene-4-carboxylic acid [1-(2-methoxy-ethyl)-piperidin-4-ylmethyl]-amide